n-methyl-5-[2-[3-oxo-2-[(1RS)-2-oxo-1-phenyl-2-(thiazol-2-ylamino)ethyl]isoindol-5-yl]ethynyl]pyridine-2-carboxamide CNC(=O)C1=NC=C(C=C1)C#CC=1C=C2C(N(CC2=CC1)[C@@H](C(NC=1SC=CN1)=O)C1=CC=CC=C1)=O |r|